COC(C=CC1=CC=C(C=C1)C(C1=CC=C(C=C1)OCCCCCCO)=O)=O 4-[4-(6-hydroxyhexyloxy)benzoyl]cinnamic acid methyl ester